lithium indene salt C1C=CC2=CC=CC=C12.[Li]